COC(=O)C1CC=C(CC1)C1=CC2=C(N=C(N=C2O)C)C=N1 4-(4-hydroxy-2-methylpyrido[3,4-d]pyrimidine-6-yl)cyclohex-3-ene-1-carboxylic acid methyl ester